BrC1=NC(=CC=C1)OCC1=CC(=C(C=C1)Cl)F 2-bromo-6-((4-chloro-3-fluorobenzyl)oxy)pyridine